(2S,5R)-2-(N-(N-ethylaminosulfonyl) formamidyl)-7-oxo-1,6-diazabicyclo[3.2.1]oct-6-ylsulfate C(C)NS(=O)(=O)N(C=O)[C@@H]1N2C(N([C@H](CC1)C2)OS(=O)(=O)[O-])=O